ClC=1C(=C(C=NC1)N1CC2(C1)CC(C2)OC=2C=CC(=NC2C(=O)NCC2(CNC2)O)C=2C(=NC=CC2)OCC)C(F)(F)F 5-({2-[5-chloro-4-(trifluoromethyl)pyridin-3-yl]-2-azaspiro[3.3]heptan-6-yl}oxy)-2'-ethoxy-N-[(3-hydroxyazetidin-3-yl)methyl][2,3'-bipyridine]-6-carboxamide